1'-(methylenedi-4,1-phenylene)bismaleimide C(C1=CC=C(C=C1)C=1C(=O)NC(C1)=O)C1=CC=C(C=C1)C=1C(=O)NC(C1)=O